FC1=CN=C2N1C=C(C=C2)C2=CNC=1N=C(N=C(C12)OC)NC1CCN(CC1)C(C)=O 1-(4-((5-(3-fluoroimidazo[1,2-a]pyridin-6-yl)-4-methoxy-7H-pyrrolo[2,3-d]pyrimidin-2-yl)amino)piperidin-1-yl)ethan-1-one